ClC=1C(=NC(=NC1)N[C@H]1CN(CC1)C(=O)C1=CN=C(S1)NC(C=C)=O)OC (R)-N-(5-(3-((5-chloro-4-methoxypyrimidin-2-yl)amino)pyrrolidine-1-carbonyl)thiazol-2-yl)acrylamide